ClC(C(OCC1=CC(=C(C(=C1)OC)OC)O[Si](C1=CC=CC=C1)(C1=CC=CC=C1)C(C)(C)C)=N)(Cl)Cl 3-((tert-butyldiphenylsilyl)oxy)-4,5-dimethoxybenzyl 2,2,2-trichloroacetimidate